FC1=CC=CC=2C(=N[C@@H](C(NC21)=O)NC(=O)C2=C(N=C1N2N=C(C=C1)C)C1=CC(=NC=C1)C)C1=CC=CC=C1 N-[(3S)-9-fluoro-2-oxo-5-phenyl-1,3-dihydro-1,4-benzodiazepine-3-Yl]-6-methyl-2-(2-methylpyridin-4-yl)imidazo[1,2-b]pyridazine-3-carboxamide